N4-(9-ethyl-9H-carbazol-3-yl)-N2-(piperidin-2-ylmethyl)pyrimidine-2,4-diamine C(C)N1C2=CC=CC=C2C=2C=C(C=CC12)NC1=NC(=NC=C1)NCC1NCCCC1